succinic acid-bis(2,2,6,6-tetramethyl-4-piperidyl)ester CC1(NC(CC(C1)OC(CCC(=O)OC1CC(NC(C1)(C)C)(C)C)=O)(C)C)C